O1C2=C(NC3(C1)COC3)N=CC=C2SC2=C(N=C(C(=N2)CO)N2CCC3([C@@H]([C@@H](OC3)C)N)CC2)C (6-((2'H,4'H-spiro[oxetan-3,3'-pyrido[3,2-b][1,4]oxazin]-8'-yl)thio)-3-((3S,4S)-4-amino-3-methyl-2-oxa-8-azaspiro[4.5]dec-8-yl)-5-methylpyrazin-2-yl)methanol